ClC1=CC=C(C=N1)CN1C(SCC1)=NC#N [3-[(6-Chloropyridin-3-yl)methyl]-1,3-thiazolidine-2-ylidene]cyanamide